5-chloro-2-fluoro-3-nitrobenzoic acid ClC=1C=C(C(=C(C(=O)O)C1)F)[N+](=O)[O-]